BrC=1C=C2C(=NC1)OCCO2 7-Bromo-2,3-dihydro-[1,4]dioxino[2,3-b]pyridine